NC1=CC=CC2=C1NC(=NS2(=O)=O)O 5-amino-3-hydroxy-4H-benzo[e][1,2,4]thiadiazine 1,1-dioxide